(R)-(1-(3-bromo-2-fluorophenyl)propan-2-yl)carbamic acid tert-butyl ester C(C)(C)(C)OC(N[C@@H](CC1=C(C(=CC=C1)Br)F)C)=O